C(C)(C)(C)OC(=O)N1CCN(CC1)C1=C(C=C(C(=C1)CC(C)C)NC(=O)OC(C)(C)C)C#N 4-(4-((tert-Butoxycarbonyl)amino)-2-cyano-5-isobutylphenyl)piperazine-1-carboxylic acid tert-butyl ester